ClC1=C(N=CC(=N1)N)C#CC 6-chloro-5-prop-1-ynyl-pyrazin-2-amine